C1=C(C=CC2=CC=CC=C12)C=1NC(C=2N(C1)N=C(C2C(F)(F)F)C(=O)O)=O 6-(2-Naphthyl)-4-oxo-3-(trifluoromethyl)-4,5-dihydropyrazolo[1,5-a]pyrazine-2-carboxylic acid